C(=O)C1=C2C(=NC=C1)C=C(S2)C(=O)OC methyl 7-formylthieno[3,2-b]pyridine-2-carboxylate